CCCCCCCCCCCCCCCC(=O)N[C@@H](CO[C@H]1[C@@H]([C@H]([C@@H]([C@H](O1)CO)O[C@H]2[C@@H]([C@H]([C@H]([C@H](O2)CO)O)O)O)O)O)[C@@H](/C=C/CCCCCCCCCCCCC)O The molecule is a beta-D-galactosyl-(1->4)-beta-D-glucosyl-(1<->1')-N-acylsphingosine in which the acyl group specified is hexadecanoyl. It has a role as a mouse metabolite. It derives from a hexadecanoic acid.